ethyl 4-(cyclohexylamino)-2-(methylthio)pyrimidine-5-carboxylate C1(CCCCC1)NC1=NC(=NC=C1C(=O)OCC)SC